FC12CC(C1)(C2)CCCCCCCCCCCCCCCCCCCCC(=O)N 21-(3-fluorobicyclo[1.1.1]pent-1-yl)heneicosanamide